4-fluoro-2-(3-(methoxy(methyl)amino)-3-oxopropyl)pyrrolidine FC1CC(NC1)CCC(=O)N(C)OC